8-(1-(2,2-difluoroethyl)-1H-pyrazolo[3,4-b]pyrazin-6-yl)-1'-(4-(trifluoromethyl)pyridin-2-yl)-8-azaspiro[bicyclo[3.2.1]octane-3,3'-pyrrolidin]-5'-one FC(CN1N=CC=2C1=NC(=CN2)N2C1CC3(CN(C(C3)=O)C3=NC=CC(=C3)C(F)(F)F)CC2CC1)F